C(=C)[Si](C)(F)C=C divinyl-fluoro(methyl)silane